NCCCN1CCN(CC1)CCCN(CCN(C1=C(C=C(C(=C1)OC)NC1=NC=CC(=N1)C1=CN(C2=CC=CC=C12)C)NC(OCC[Si](C)(C)C)=O)C)C 2-trimethylsilylethyl N-[2-[2-[3-[4-(3-aminopropyl)piperazin-1-yl]propyl-methyl-amino]ethyl-methyl-amino]-4-methoxy-5-[[4-(1-methylindol-3-yl)pyrimidin-2-yl]amino]phenyl]carbamate